[Cl-].CN1C(N(C=C1)CC1=CC=C(C=C1)C=C)C 1,2-dimethyl-3-(4-vinyl-benzyl)imidazole chloride salt